NC=1C2=C(N=CN1)C(=NN2)NC[C@@H](CN2CC1=CC=CC=C1CC2)O (S)-1-((7-amino-1H-pyrazolo[4,3-d]pyrimidin-3-yl)amino)-3-(3,4-dihydroisoquinolin-2(1H)-yl)propan-2-ol